N,N-dipropoxymethyl-acrylamide C(CC)OCN(C(C=C)=O)COCCC